BrCC(CO)CBr 1-bromo-2-bromomethyl-3-hydroxypropane